FC1=C(C=CC(=C1)F)C1=CC(=C(C=C1)OC)NC1=NC=NC2=CC(=C(C=C12)NC(\C=C\CN1CCOCC1)=O)OC (E)-N-(4-((2',4'-difluoro-4-methoxy-[1,1'-biphenyl]-3-yl)amino)-7-methoxyquinazoline-6-yl)-4-morpholinobut-2-enamide